N-(5-((5-chloropyridin-2-yl)methoxy)-1,3,4-thiadiazol-2-yl)-4-(2-methoxy-5-(((tetrahydro-2H-pyran-2-yl)oxy)methyl)phenyl)-6-methylnicotinamide ClC=1C=CC(=NC1)COC1=NN=C(S1)NC(C1=CN=C(C=C1C1=C(C=CC(=C1)COC1OCCCC1)OC)C)=O